2-amino-7-fluoro-3-methyl-N-((1R)-1-(2-pyrimidinyl)ethyl)-N-((5-(trifluoromethyl)-2-pyridinyl)methyl)-6-quinolinecarboxamide NC1=NC2=CC(=C(C=C2C=C1C)C(=O)N(CC1=NC=C(C=C1)C(F)(F)F)[C@H](C)C1=NC=CC=N1)F